FC=1C=C(C=NC1)C1=NC=C(C(=N1)C(F)(F)F)N 2-(5-fluoro-3-pyridinyl)-4-(trifluoromethyl)pyrimidin-5-amine